1,4-dihydropyridine-3,5-dicarboxylate N1C=C(CC(=C1)C(=O)[O-])C(=O)[O-]